(2R,3R,4S,5R)-2-(4-aminopyrrolo[2,1-f][1,2,4]triazin-7-yl)-5-(chloromethyl)-3,4-dihydroxy-5-(hydroxymethyl)tetrahydrofuran-2-carbonitrile NC1=NC=NN2C1=CC=C2[C@@]2(O[C@@]([C@H]([C@H]2O)O)(CO)CCl)C#N